ICCCOCC(=O)OC methyl 2-(3-iodopropoxy)-acetate